C(C)(=O)N1CCN(CC1)C1CC(C1)NC(=O)C1=CC2=C(N(N=C2C)C2=C(C=CC=C2)Cl)S1 N-((1r,3r)-3-(4-acetyl-piperazin-1-yl)cyclobutyl)-1-(2-chlorophenyl)-3-methyl-1H-thieno[2,3-c]pyrazole-5-carboxamide